piperidinoimidazolone N1(CCCCC1)C1=NC(N=C1)=O